(2R)-6-acetylamino-2-aminocaproate C(C)(=O)NCCCC[C@H](C(=O)[O-])N